O1C(OCC1)C1=C(C=CC=C1OCC1=CC=C(C=C1)OC)CCOC(=O)NC1=CC(=NN1C(=O)OCC)[C@@H]1C[C@@H](CC1)OC(NC(C)C)=O ethyl 5-[({2-[2-(1,3-dioxolan-2-yl)-3-[(4-methoxyphenyl)methoxy]phenyl]ethoxy}carbonyl)amino]-3-[(1S,3R)-3-[(isopropylcarbamoyl) oxy]cyclopentyl]pyrazole-1-carboxylate